(1-methyltriazol-4-yl)spiro[piperidine-4,7'-thieno[2,3-c]pyran]-4'-one CN1N=NC(=C1)C1=CC2=C(C3(OCC2=O)CCNCC3)S1